FC1=NC=CC=C1C1=NC(=NC=C1)N[C@@H]1CNC[C@@H](C1)C (3S,5R)-3-((4-(2-fluoropyridin-3-yl)pyrimidin-2-yl)amino)-5-methylpiperidine